ClC1=NN=CN1C1=CC=C(C=N1)C#CC=1C=NC(=NC1)N1C[C@@H](N(CC1)C1=NC=CC=N1)COC (R)-5-((6-(3-chloro-4H-1,2,4-triazol-4-yl)pyridin-3-yl)ethynyl)-2-(3-(methoxymethyl)-4-(pyrimidin-2-yl)piperazin-1-yl)pyrimidine